C(C)(C)(C)OOC1(CCCCC1)OOC(C)(C)C 1,1-di-(t-butyl-peroxy)cyclohexane